COC1=CC=C(C=C1)NS(=O)(=O)C=1C=C(C(=O)NC2=CC(=CC=C2)[N+](=O)[O-])C=CC1C 3-(N-(4-methoxyphenyl)sulfamoyl)-4-methyl-N-(3-nitrophenyl)benzamide